C(C1=CC=CC=C1)OC1=CC=C(C=C1)C[C@@H](C#N)NC(OCC1C2=CC=CC=C2C=2C=CC=CC12)=O (9H-Fluoren-9-yl)methyl (S)-(2-(4-(benzyloxy)phenyl)-1-cyanoethyl)carbamate